4,4'-(propane-2,2-diyl)bis[2,6-bis(thianthrene-1-yl)phenol] CC(C)(C1=CC(=C(C(=C1)C1=CC=CC=2SC3=CC=CC=C3SC12)O)C1=CC=CC=2SC3=CC=CC=C3SC12)C1=CC(=C(C(=C1)C1=CC=CC=2SC3=CC=CC=C3SC12)O)C1=CC=CC=2SC3=CC=CC=C3SC12